9-(2-hexadecenyl-2-carboxyethyl)carbonyloxyanthracene C(=CCCCCCCCCCCCCCC)C(CC(=O)OC=1C2=CC=CC=C2C=C2C=CC=CC12)C(=O)O